3-chloro-N1-isopropylbenzene-1,2-diamine ClC1=C(C(=CC=C1)NC(C)C)N